(2S,6R)-tert-Butyl 4-((S)-1-hydroxypropan-2-yl)-2,6-dimethylpiperazine-1-carboxylate OC[C@H](C)N1C[C@@H](N([C@@H](C1)C)C(=O)OC(C)(C)C)C